(1R)-1-{5-[4-(Trifluoromethyl)pyridin-3-yl]-1,2,4-oxadiazol-3-yl}-6-azaspiro[2.5]octan-6-sulfonamid FC(C1=C(C=NC=C1)C1=NC(=NO1)[C@@H]1CC12CCN(CC2)S(=O)(=O)N)(F)F